N1=CC(=CC=C1)CCCCC1=CC=C(N=N1)/C=N/O (E-Z)-6-(4-(pyridin-3-yl)butyl)pyridazine-3-carbaldehyde oxime